F[C@H]1[C@@H](C1)N1C(C(=CC=C1)NC(=O)C1=CC2=CN(N=C2C=C1OC(C)C)[C@]12CO[C@](CC1)(C2)C)=O N-(1-((1R,2R)-2-fluorocyclopropyl)-2-oxo-1,2-dihydropyridin-3-yl)-6-isopropoxy-2-((1R,4R)-1-methyl-2-oxabicyclo[2.2.1]heptan-4-yl)-2H-indazole-5-carboxamide